C(#N)N1CC(CC1)C(C)NC1=NC=CC2=CC(=CC=C12)C#N ((1-(1-Cyanopyrrolidin-3-yl)ethyl)amino)isoquinoline-6-carbonitrile